FC1=C2C(=NC(=C1)C1=C(C=C(C#N)C=C1C)O)N=C(O2)N[C@H]2CN(CCC2)CCO 4-[7-Fluoro-2-[[(3R)-1-(2-hydroxyethyl)-3-piperidyl]amino]oxazolo[4,5-b]pyridin-5-yl]-3-hydroxy-5-methyl-benzonitrile